C(C1=CC=CC=C1)OC=CC(=O)NC1=C(C=C(C(=C1)C)C)NC(CCl)=O 3-(benzyloxy)-N-(2-(2-chloroacetamido)-4,5-dimethylphenyl)propenamide